N1=C(C=CC=C1)C(=O)C1=NC=CC=C1 dipyridyl ketone